N1=CNC2=NC=CC(=C21)C=2C=NN(C2)C2=CC=C(C=N2)C(C(F)(F)F)(O)C2CCN(CC2)C(C)C 1-(6-(4-(3H-imidazo[4,5-b]pyridin-7-yl)-1H-pyrazol-1-yl)pyridin-3-yl)-2,2,2-trifluoro-1-(1-isopropylpiperidin-4-yl)ethanol